(4-((6,7-dimethoxyquinazolin-4-yl)oxy)-2,6-difluorophenyl)-N-(quinolin-8-yl)-2-oxoacetamide COC=1C=C2C(=NC=NC2=CC1OC)OC1=CC(=C(C(=C1)F)C(C(=O)NC=1C=CC=C2C=CC=NC12)=O)F